O=C1N(CCC(N1)=O)C1=CC(=C(C=C1)C1CCN(CC1)CC(=O)O)OS(=O)(=O)F 2-[4-[4-(2,4-dioxohexahydropyrimidin-1-yl)-2-fluorosulfonyloxy-phenyl]-1-piperidyl]acetic acid